O1C=NC=C1C=1C=CC=2N(C1)N=C(N2)N[C@H]2CNCC2 (R)-6-(oxazol-5-yl)-N-(pyrrolidin-3-yl)-[1,2,4]triazolo[1,5-a]pyridin-2-amine